N-(1-(difluoromethyl)-2-oxo-1,2-dihydropyridin-3-yl)-7-isopropoxy-2-((1S,4R)-1-methyl-2-oxabicyclo[2.2.1]heptan-4-yl)imidazo[1,2-a]pyridine-6-carboxamide FC(N1C(C(=CC=C1)NC(=O)C=1C(=CC=2N(C1)C=C(N2)[C@@]21CO[C@@](CC2)(C1)C)OC(C)C)=O)F